BrC=1C=C2N(N=CC(=C2NC2C(CCCC2)C)C(=NC2=C(C=C(C=C2)O[Si](C)(C)C(C)(C)C)CC)N)C1 6-bromo-N'-(4-(tert-butyl(dimethyl)silyl)oxy-2-ethyl-phenyl)-4-((2-methylcyclohexyl)amino)pyrrolo[1,2-b]pyridazine-3-carboxamidine